CC1=C(C(=O)NC2(CC2)C2=C3C=CC=NC3=CC(=C2)OC2=CC=CC=C2)C=C(C=C1)OC[C@H]1N(CC1)C (S)-2-Methyl-5-((1-methylazetidin-2-yl)methoxy)-N-(1-(7-phenoxyquinolin-5-yl)cyclopropyl)benzamide